1,2-DIHYDROISOQUINOLINE-4-CARBALDEHYDE C1NC=C(C2=CC=CC=C12)C=O